8-bromo-2-(3,3-difluorocyclobutyl)-3,6-dimethylquinazolin-4(3H)-one BrC=1C=C(C=C2C(N(C(=NC12)C1CC(C1)(F)F)C)=O)C